tert-butyl (R)-(cyclobutylmethyl)(1-(6-((4-oxo-4H-pyrido[1,2-a]pyrimidine-2-carboxamido)methyl) pyridazin-3-yl)piperidin-3-yl)carbamate C1(CCC1)CN(C(OC(C)(C)C)=O)[C@H]1CN(CCC1)C=1N=NC(=CC1)CNC(=O)C=1N=C2N(C(C1)=O)C=CC=C2